C1(=CC=CC=C1)N1C(C2=CC=CC=C2C1=O)=O 2-phenyl-1H-isoindole-1,3(2H)-dione